METHYLCYCLOHEXANOL CC1(CCCCC1)O